methyl 2-[4-[(5-acetyl-3-iodo-6,7-dihydro-4H-pyrazolo[4,3-c]pyridin-1-yl)methyl]-1-piperidyl]pyrimidine-5-carboxylate C(C)(=O)N1CC2=C(CC1)N(N=C2I)CC2CCN(CC2)C2=NC=C(C=N2)C(=O)OC